F[P-](F)(F)(F)(F)F.C(CC)N1C=[N+](C=C1)C 1-Propyl-3-methylimidazolium hexafluorophosphat